N1(N=NN=C1)C[C@H](C)OC=1C=C(C=CC1Cl)C=1C=NC(=NC1)NC=1C(=NN(C1)[C@@H]1CC[C@H](CC1)N1CCOCC1)OC[C@H]1C(C1)(F)F 5-(3-(((S)-1-(1H-tetrazol-1-yl)propan-2-yl)oxy)-4-chlorophenyl)-N-(3-(((S)-2,2-difluorocyclopropyl)methoxy)-1-(trans-4-morpholinylcyclohexyl)-1H-pyrazol-4-yl)pyrimidin-2-amine